(-)-8-((1R,2R)-2-hydroxy-2-(methyl-d3)cyclopentyl)-6-(difluoromethyl-d)-2-((1-(methylsulfonyl)piperidin-4-yl)amino)pyrido[2,3-d]pyrimidin-7(8H)-one O[C@]1([C@@H](CCC1)N1C(C(=CC2=C1N=C(N=C2)NC2CCN(CC2)S(=O)(=O)C)C([2H])(F)F)=O)C([2H])([2H])[2H]